C(C)OC(=C)C=1C=C2C(=CN1)OC(C2)(C)C 5-(1-ethoxyvinyl)-2,2-dimethyl-3H-furo[2,3-c]pyridine